(5-(2-fluoro-6-methoxyphenyl)-1H-pyrazolo[3,4-c]pyridin-3-yl)-1-methyl-1H-pyrazole-4-carboxamide FC1=C(C(=CC=C1)OC)C=1C=C2C(=CN1)NN=C2C2=NN(C=C2C(=O)N)C